COC1=CC=C(C=C1)C1=CN=C2N1C=CN=C2NC2=CC(=C(C(=O)NCCC1CCN(CC1)C)C=C2)C 4-((3-(4-methoxyphenyl)imidazo[1,2-a]pyrazin-8-yl)amino)-2-methyl-N-(2-(1-methylpiperidin-4-yl)ethyl)benzamide